C(C=C)ON1C2C=C(CN(C1=O)C2)C2=NNC=C2C(=O)N (6-allyloxy-7-oxo-1,6-diazabicyclo[3.2.1]oct-3-en-3-yl)pyrazole-4-carboxamide